N-(3-amino-3-oxo-1-phenylpropyl)-2-cyano-N-methyl-3-(thiazol-2-yl)acrylamide NC(CC(C1=CC=CC=C1)N(C(C(=CC=1SC=CN1)C#N)=O)C)=O